N1=C(C=CC=C1)SSCCC(=O)NCCCCCC(=O)ON1C(C(CC1=O)S(=O)(=O)O)=O sulfosuccinimidyl 6-(3'-(2-pyridyldithio)propionamido)hexanoate